C(C)OC(CCC=1C=C(C=CC1)C(C=O)(C)C1=CN=C(N1)C=1C=C(OC=2C(=C3C=CNC3=CC2F)CCCOCCC(=O)OCC2=CC=CC=C2)C=CC1F)=O Benzyl 3-(3-(5-(3-(5-(2-(3-(3-ethoxy-3-oxopropyl)phenyl)-1-oxopropan-2-yl)-1H-imidazol-2-yl)-4-fluorophenoxy)-6-fluoro-1H-indol-4-yl)propoxy)propanoate